CC1(CN(C1)C(=O)C=1C=NC=C(C1N1C[C@](CC1)(N)C)C1=NC2=C(N1)C=CC=C2C)C (3S)-1-[3-(3,3-dimethylazetidine-1-carbonyl)-5-(4-methyl-1H-1,3-benzodiazol-2-yl)pyridin-4-yl]-3-methylpyrrolidin-3-amine